(7R,5S)-1-(4-bromophenyl)-3-methyl-3-azabicyclo[3.1.0]hexane BrC1=CC=C(C=C1)C12CN(C[C@H]2C1)C